C1(CC1)CN1CCC2(C[C@@H]2C(=O)N[C@@H](CCCCCC(CC)=O)C=2OC(=CN2)C=2C=C3C=CC(=NC3=CC2OC)C)CC1 (S)-6-(Cyclopropylmethyl)-N-((S)-1-(5-(7-methoxy-2-methylchinolin-6-yl)oxazol-2-yl)-7-oxononyl)-6-azaspiro[2.5]octan-1-carboxamid